NC[C@@H]1OC(N2[C@H]1OC1=C(C2)C=C(C=C1)C=1C=NC(=CC1)C=1N=NN(N1)C)=O (3s,3as)-3-(aminomethyl)-7-(6-(2-methyl-2H-tetrazol-5-yl)pyridin-3-yl)-3,3a-dihydro-1H,9H-benzo[e]oxazolo[4,3-b][1,3]oxazin-1-one